3-Cyclopropyl-5-nitro-1-((2-(trimethylsilyl)ethoxy)methyl)-1H-indazole C1(CC1)C1=NN(C2=CC=C(C=C12)[N+](=O)[O-])COCC[Si](C)(C)C